ammonium D-glucitol C([C@H](O)[C@@H](O)[C@H](O)[C@H](O)CO)O.[NH4+]